2-Acetamido-N-(4-chloro-5-nitrothiazol-2-yl)benzamide methyl-6-(2-(methoxycarbonyl)phenyl)-5-nitronicotinate COC(C1=CN=C(C(=C1)[N+](=O)[O-])C1=C(C=CC=C1)C(=O)OC)=O.C(C)(=O)NC1=C(C(=O)NC=2SC(=C(N2)Cl)[N+](=O)[O-])C=CC=C1